CC(=C)CC 2-methyl-buta-1-en